N-((3R,4S)-4-((6-(2,6-dichloro-3,5-dimethoxyphenyl)-8-((2-hydroxyethyl)amino)pyrido[3,4-d]pyrimidin-2-yl)amino)tetrahydrofuran-3-yl)acrylamide ClC1=C(C(=C(C=C1OC)OC)Cl)C1=CC2=C(N=C(N=C2)N[C@H]2[C@H](COC2)NC(C=C)=O)C(=N1)NCCO